C1(=CC=CC=C1)S(=O)(=O)NCCNCC1=NC2=C(C=CC=C2C=C1)NS(=O)(=O)C1=CC=C(C=C1)C(F)(F)F N-(2-(((2-(Phenylsulfonamido)ethyl)amino)methyl)quinolin-8-yl)-4-(trifluoromethyl)benzenesulfonamide